NCC#CC1=C(C2=C(S1)C(=CC=C2)NC2C(CN(CC2)C)F)CC(F)(F)F (Z)-N-(2-(3-aminoprop-1-yn-1-yl)-3-(2,2,2-trifluoroethyl)benzo[b]thiophen-7-yl)-3-fluoro-1-methylpiperidin-4-amine